1-(3-chloro-4-iodopyridin-2-yl)-N,N-dimethyl-1H-pyrazole-4-carboxamide ClC=1C(=NC=CC1I)N1N=CC(=C1)C(=O)N(C)C